1,1-dimethylethyl (3R,5S)-4-[(1R)-4,5-dichloro-6-oxo-pyridazin-1-yl]-3,5-difluoro-piperidine-1-carboxylate ClC=1C=NN(C(C1Cl)=O)C1[C@@H](CN(C[C@@H]1F)C(=O)OC(C)(C)C)F